(S)-2-(4-(6-((6,7-dihydro-4H-pyrazolo[5,1-c][1,4]oxazin-2-yl)methoxy)pyridin-2-yl)-2,5-difluorobenzyl)-1-(oxetan-2-ylmethyl)-1H-benzo[d]imidazole-6-carboxylic acid N1=C(C=C2COCCN21)COC2=CC=CC(=N2)C2=CC(=C(CC1=NC3=C(N1C[C@H]1OCC1)C=C(C=C3)C(=O)O)C=C2F)F